5-Bromo-1-methyl-3-(5-methyl-1,3,4-thiadiazol-2-ylamino)pyridin-2(1H)-one BrC=1C=C(C(N(C1)C)=O)NC=1SC(=NN1)C